[Si](C)(C)(C(C)(C)C)OC[C@H]1C[C@H]([C@H]2[C@@H]1OC(O2)(C)C)N2C=C(C1=C2N=CN=C1NCC1=CC=C(C=C1)OC)C1=CC=CC=C1 7-((3as,4r,6r,6ar)-6-(((tert-butyldimethylsilyl)oxy)methyl)-2,2-dimethyltetrahydro-4H-cyclopenta[d][1,3]dioxol-4-yl)-N-(4-methoxybenzyl)-5-phenyl-7H-pyrrolo[2,3-d]pyrimidin-4-amine